(4S,5S)-5-fluoro-1-(indol-1-yl)-3-(methylsulfonyl)-5,6-dihydro-4H-cyclopenta[c]thiophen-4-ol F[C@@H]1[C@H](C=2C(=C(SC2S(=O)(=O)C)N2C=CC3=CC=CC=C23)C1)O